CN1CCC(CC1)C(=O)OCC(CCCC(=O)O)CCCC(=O)O 5-[{(1-methylpiperidine-4-carbonyl)oxy}methyl]azelaic acid